1,3,8-trimethyl-5-[[(1R)-1-[2-methyl-3-(1H-pyrazol-5-yl)phenyl]ethyl]amino]imidazo[4,5-g]phthalazin-2-one CN1C(N(C=2C1=CC=1C(=NN=C(C1C2)N[C@H](C)C2=C(C(=CC=C2)C2=CC=NN2)C)C)C)=O